[C@@H]1(N(C[C@H]2[C@@H]1CCC2)C(=O)OC(C)(C)C)C(=O)OCC 2-tert-butyl 1-ethyl (1S,3aR,6aS)-hexahydrocyclopenta[c]pyrrole-1,2(1H)-dicarboxylate